C(C)N1C(N(CC1)CC)=S 1,3-diethyl-2-imidazolidinethione